4-iodo-2-(6-azaspiro[2.5]octan-6-yl)-N-(1-(3,3,3-trifluoro-2,2-dimethylpropyl)-1H-pyrazolo[3,4-b]pyridin-6-yl)benzamide IC1=CC(=C(C(=O)NC2=CC=C3C(=N2)N(N=C3)CC(C(F)(F)F)(C)C)C=C1)N1CCC3(CC3)CC1